6,7-diacetoxy-4-methylcoumarin C(C)(=O)OC=1C=C2C(=CC(OC2=CC1OC(C)=O)=O)C